(phenoxy)-phosphorylamino-propionic acid O(C1=CC=CC=C1)P(=O)=NC(C(=O)O)C